F[B-](F)(F)F.C1(=CC=CC=C1)C1=[NH+]C=C(C(=C1)C1=CC=CC=C1)C1=CC=CC=C1 2,4,5-triphenyl-pyridinium tetrafluoroborate